B(O)(O)C1=CC2=C(C(N(N=C2)C)=O)C(=N1)O[CH2+] ((7-borono-3-methyl-4-oxo-3,4-dihydropyrido[3,4-d]pyridazin-5-yl)oxy)methylium